NB([O-])[O-] aminoboronate